ClC1=CC=C(C=C1)C1=C(CCC(C1)(C)C)CN1CN(CC1)CC=1C=C2C(N(C(C2=CC1)=O)C1C(NC(CC1)=O)=O)=O 5-((3-((4'-chloro-5,5-dimethyl-3,4,5,6-tetrahydro-[1,1'-biphenyl]-2-yl)methyl)imidazolidin-1-yl)methyl)-2-(2,6-dioxopiperidin-3-yl)isoindoline-1,3-dione